2-{4-[4-ethoxy-3-(1-methyl-7-oxo-3-propyl-6,7-dihydro-1H-pyrazolo[4,3-d]pyrimidin-5-yl)benzene-1-sulfonyl]piperazin-1-yl}ethyl (5S)-5,6-bis(nitrooxy)hexanoate [N+](=O)([O-])O[C@@H](CCCC(=O)OCCN1CCN(CC1)S(=O)(=O)C1=CC(=C(C=C1)OCC)C=1NC(C2=C(N1)C(=NN2C)CCC)=O)CO[N+](=O)[O-]